FC(CN1N=NC2=C1C=C(C=C2)C=2C=CN1N=C(N=C(C12)OC)N[C@H]1CCC(N(C1)C)=O)F (S)-5-((5-(1-(2,2-difluoroethyl)-1H-benzo[d][1,2,3]triazol-6-yl)-4-methoxypyrrolo[2,1-f][1,2,4]triazin-2-yl)amino)-1-methylpiperidin-2-one